2-(4-(2-ethyl-3-((4-(4-fluorophenyl)-5-(hydroxymethyl)thiazol-2-yl)(methyl)amino)imidazo[1,2-a]pyridin-6-yl)piperidin-1-yl)-1-(3-hydroxyazetidin-1-yl)ethanone C(C)C=1N=C2N(C=C(C=C2)C2CCN(CC2)CC(=O)N2CC(C2)O)C1N(C)C=1SC(=C(N1)C1=CC=C(C=C1)F)CO